ClC=1C2=CN(N=C2C(=C(C1)C1=CC=C(C=C1)N1CCN(CC1)C(=O)OC(C)(C)C)OC)C(C(NC=1SC=CN1)=O)C1=C2N(C=N1)C[C@@H](C2)F tert-butyl 4-(4-(4-chloro-2-(1-((R)-6-fluoro-6,7-dihydro-5H-pyrrolo[1,2-c]imidazol-1-yl)-2-oxo-2-(thiazol-2-ylamino)ethyl)-7-methoxy-2H-indazol-6-yl)phenyl)piperazine-1-carboxylate